3-(β-D-glucopyranosyloxy)-4-[(4-isopropoxyphenyl)methyl]-1-isopropyl-5-methylpyrazole [C@@H]1([C@H](O)[C@@H](O)[C@H](O)[C@H](O1)CO)OC1=NN(C(=C1CC1=CC=C(C=C1)OC(C)C)C)C(C)C